ethyl 4-[5-fluoro-6-(methoxycarbonyl)pyridin-3-yl]piperazine-1-carboxylate FC=1C=C(C=NC1C(=O)OC)N1CCN(CC1)C(=O)OCC